2-({5'-chloro-3'-fluoro-2'-[(5-methylpyridine-3-sulfonyl)amino][1,1'-biphenyl]-4-yl}oxy)-2-methylpropanoic acid ethyl ester C(C)OC(C(C)(C)OC1=CC=C(C=C1)C1=C(C(=CC(=C1)Cl)F)NS(=O)(=O)C=1C=NC=C(C1)C)=O